4-amino-1-(4-bromo-2-fluorophenyl)-3-isopropyl-1H-pyrazole-5-carbonitrile NC=1C(=NN(C1C#N)C1=C(C=C(C=C1)Br)F)C(C)C